3-[2-({[4-(3-Chlorobenzoyl)-1-methyl-1H-pyrrol-2-yl]methyl}amino)propyl]-2-thioxo-1,2,3,7-tetrahydro-6H-purin-6-one ClC=1C=C(C(=O)C=2C=C(N(C2)C)CNC(CN2C(NC(C=3NC=NC23)=O)=S)C)C=CC1